3-methacryloyloxypropyltriethoxysilane C(C(=C)C)(=O)OCCC[Si](OCC)(OCC)OCC